NC1=C2CCCC2=CC=C1C=1C=C(OCCCN2N=C(C=C2)S(=O)(=O)N)C=CC1 1-(3-(3-(4-amino-2,3-dihydro-1H-inden-5-yl)phenoxy)propyl)-1H-pyrazole-3-sulfonamide